CC12OCC(NC1)C2 1-methyl-2-oxa-5-azabicyclo[2.2.1]heptane